C1CCC#CCCC1 C4-cyclooctyne